((1,3-dimethyl-1H-pyrazol-4-yl)amino)-4-((2-methoxy-3-(5-methyl-1,2,4-oxadiazol-3-yl)phenyl)amino)-N-methylpyrimidine-5-carboxamide CN1N=C(C(=C1)NC1=NC=C(C(=N1)NC1=C(C(=CC=C1)C1=NOC(=N1)C)OC)C(=O)NC)C